F[C@@H]1CNCC[C@@H]1C(=C)C=1N=CC(=NC1)C1=C(C=C(C=C1)N1C=NC=C1)O 2-(5-(1-((3S,4R)-3-fluoropiperidin-4-yl)vinyl)pyrazin-2-yl)-5-(1H-imidazol-1-yl)phenol